[I-].[I-].OCC[N+]1=CC=C(C=C1)C1=CC=[N+](C=C1)CCO 1,1'-Bis(β-hydroxyethyl)-4,4'-bipyridylium diiodide